C(C)(=O)OOC1=C(C=CC=C1C)C 2,6-dimethylphenoxy acetate